C1(=CC=CC=C1)C(CC#N)N1CCCC1 3-phenyl-3-(pyrrolidin-1-yl)propanenitrile